P-salicylic acid C1=CC(=CC=C1C(=O)O)O